3-((S)-1-(8-amino-1-methylimidazo[1,5-a]pyrazin-3-yl)ethyl)-5-chloro-6-fluoro-2-isopropoxy-N-((S)-tetrahydro-2H-pyran-3-yl)benzamide NC=1C=2N(C=CN1)C(=NC2C)[C@@H](C)C=2C(=C(C(=O)N[C@@H]1COCCC1)C(=C(C2)Cl)F)OC(C)C